2-Methyl-Propan-1-One Butyl-acetate (butyl-acetate) C(CCC)CC(=O)O.C(CCC)OC(C)=O.CC(C=O)C